CN1C(C(=CC2=C1N=C(N=C2)S(=O)(=O)C)N2CCN(C1=CC=CC=C21)C(=O)OC(C)(C)C)=O tert-butyl 4-(8-methyl-2-methylsulfonyl-7-oxo-pyrido[2,3-d]pyrimidin-6-yl)-2,3-dihydroquinoxaline-1-carboxylate